O=C1NC=C(C2=CC=C(C=C12)NCC(=O)OCC)C1=C(C=CC=C1)C ethyl (1-oxo-4-(o-tolyl)-1,2-dihydroisoquinolin-7-yl)glycinate